(R)-N-(1-(3-(5-formylthiophen-2-yl)phenyl)ethyl)-6-methylquinoline-7-carboxamide C(=O)C1=CC=C(S1)C=1C=C(C=CC1)[C@@H](C)NC(=O)C1=C(C=C2C=CC=NC2=C1)C